C(C)NCCC1=CNC2=C(C(=C3C(=C12)OCCC3)F)C N-ethyl-2-(5-fluoro-6-methyl-2,3,4,7-tetrahydropyrano[2,3-e]indol-9-yl)ethan-1-amine